[N+](=O)([O-])C1CCC(CN1)N1CCC(CC1)[C@H](C)O (S)-1-(1-(6-Nitropiperidin-3-yl)piperidin-4-yl)ethan-1-ol